C(C(O)C)(=O)O.N1CCCC1 tetrahydropyrrole lactate